FC=1C=CC(=NC1)CN1N=C(N=N1)C1=CC=C(C=C1)S(=O)(=O)NC[C@@H](C)O (R)-4-(2-((5-fluoropyridin-2-yl)methyl)-2H-tetrazol-5-yl)-N-(2-hydroxypropyl)benzenesulfonamide